FC(C=1C=C(C=C(C1)C(F)(F)F)C(C)O)(F)F (3,5-bis(trifluoromethyl)phenyl)ethan-1-ol